OCC(CO)(C)NC(=O)C1=C(OC2=C1C=C(C=C2)OCC=2N=NC=CC2)C N-(1,3-dihydroxy-2-methylpropan-2-yl)-2-methyl-5-(pyridazin-3-ylmethoxy)benzofuran-3-carboxamide